trans-1,2-cyclohexane-dimethanol [C@@H]1([C@@H](CCCC1)CO)CO